FC(C1=CC=C(C=C1)N1N=C(C(C1=O)C(C1=CC=CC=C1)=O)C)(F)F 1-(4-trifluoromethylphenyl)-3-methyl-4-benzoyl-5-pyrazolone